N-(2-((4-(2-(Ethyl(4-(furan-2-yl)benzyl)amino)ethyl)phenyl)carbamoyl)-4,5-dimethoxyphenyl)-4-oxo-4H-chromene-2-carboxamide C(C)N(CCC1=CC=C(C=C1)NC(=O)C1=C(C=C(C(=C1)OC)OC)NC(=O)C=1OC2=CC=CC=C2C(C1)=O)CC1=CC=C(C=C1)C=1OC=CC1